C(C)(C)(C)O[C@H](C(=O)O)C1=C(C2=C(N=C(S2)C=2C=C3C(=NN(C3=CC2)C)N2CCN(CC2)CC)C=C1C)C1=CC=C(C=C1)Cl (S)-2-(tert-butoxy)-2-(7-(4-chlorophenyl)-2-(3-(4-ethylpiperazin-1-yl)-1-methyl-1H-indazol-5-yl)-5-methylbenzo[d]thiazol-6-yl)acetic acid